4-Methyl-N-((S)-1-oxo-1-(((S)-1-oxo-4-phenylbutan-2-yl)amino)-3-phenylpropan-2-yl)piperazine-1-carboxamide CN1CCN(CC1)C(=O)N[C@H](C(N[C@H](C=O)CCC1=CC=CC=C1)=O)CC1=CC=CC=C1